3-(4-methanesulfonylphenyl)-6-{4-[4-(propan-2-yl)piperazin-1-yl]phenyl}-1,2-dihydro-quinolin-2-one CS(=O)(=O)C1=CC=C(C=C1)C=1C(NC2=CC=C(C=C2C1)C1=CC=C(C=C1)N1CCN(CC1)C(C)C)=O